C(C)(C)(C)OC(=O)N1CCC(CC1)CN1N=CC(=C1)C(=O)O 1-((1-(tert-butoxycarbonyl)piperidin-4-yl)methyl)-1H-pyrazole-4-carboxylic acid